C(C)C=1C(=NC=C(C1)C=1C(=CC=C2C=CC(=NC12)C)F)N ethyl-5-(7-fluoro-2-methylquinolin-8-yl)pyridin-2-amine